7-chloro-1,1-dimethoxy-2-heptyne ClCCCCC#CC(OC)OC